Cl.N1(CCCCC1)[C@@H]1CC[C@H](CC1)OCC=1N=C(SC1)N 4-({[trans-4-(piperidin-1-yl)cyclohexyl]oxy}methyl)-1,3-thiazol-2-amine hydrochloride